FC1=C(C=CC(=C1)F)C1=CC(=NO1)C(=O)N1CC2=CC=CC=C2C(C1)(C=1C=NC=CC1)C 5-(2,4-difluorophenyl)isoxazol-3-yl-1-[4-methyl-4-(3-pyridyl)-1,3-dihydroisoquinolin-2-yl]methanone